N,N-bis-(2-hydroxyethyl)-2-aminoethanesulfonic Acid C(CO)N(CCO)CCS(=O)(=O)O